2-bromopentafluoropropene BrC(=C(F)F)C(F)(F)F